((2-(3'-(5-((3-amino-4-methylpyrrolidin-1-yl)methyl)-7-cyanobenzo[d]oxazol-2-yl)-2,2'-dimethyl-[1,1'-biphenyl]-3-yl)-6-(difluoromethoxy)benzo[d]oxazol-5-yl)methyl)-L-proline NC1CN(CC1C)CC=1C=C(C2=C(N=C(O2)C=2C(=C(C=CC2)C2=C(C(=CC=C2)C=2OC3=C(N2)C=C(C(=C3)OC(F)F)CN3[C@@H](CCC3)C(=O)O)C)C)C1)C#N